C(C)(C)(C)OC(=O)N1C([C@H]([C@@H](CC1)C1=CC(=C(C=C1)F)F)N)C(C)(C)C tert-butyl-(3S,4S)-3-amino-4-(3,4-difluorophenyl)piperidine-1-carboxylic acid tert-butyl ester